ClC1=CC=C(C=C1)S(=O)(=O)NC(=O)C1=CC(=NN1)C1=CC(=C(C(=C1)OC)OC)OC N-((4-chlorophenyl)sulfonyl)-3-(3,4,5-trimethoxyphenyl)-1H-pyrazole-5-carboxamide